[N+](=O)([O-])C1=C(C=C(C(=C1)[N+](=O)[O-])NCCCCCCCC)NC=1C(=C(C(=CC1)N)CCCCCCCC)N N1-(2,4-dinitro-5-(octylamino)phenyl)-M-octylbenzene-1,2,4-triamine